C(C)N1[C@H](CC(CC1)(F)F)COC=1C=C2CN(C(C2=CC1)=O)[C@H]1C(NC(CC1)=O)=O (R)-3-(5-(((R)-1-ethyl-4,4-difluoropiperidin-2-yl)methoxy)-1-oxoisoindolin-2-yl)piperidine-2,6-dione